O=C1NC(CCC1C1=CC=C(C=C1)N1CC2(CN(C2)C(=O)OC(C)(C)C)C1)=O tert-butyl 6-[4-(2,6-dioxopiperidin-3-yl)phenyl]-2,6-diazaspiro[3.3]heptane-2-carboxylate